6-bromo-N-(pyridin-2-yl)picolinamide BrC1=CC=CC(=N1)C(=O)NC1=NC=CC=C1